(3-(dimethylamino)cyclobutyl)carbamic acid tert-butyl ester C(C)(C)(C)OC(NC1CC(C1)N(C)C)=O